malic acid, maleic acid salt C(\C=C/C(=O)O)(=O)O.C(C(O)CC(=O)O)(=O)O